O1C(=CC=C1)C=1C(C2=CC(=CC=C2C1)O)=O 2-(furan-2-yl)-6-hydroxy-1H-inden-1-one